Pentamethylcyclopentadienyl-(1-tert-butyl-benzo[f]indenyl)hafnium CC1=C(C(=C(C1([Hf]C=1CC=2C=C3C(=CC2C1C(C)(C)C)C=CC=C3)C)C)C)C